(1R,2R)-6-(benzyloxy)-7-chloro-2-(benzhydrylamino)-8-fluoro-1,2,3,4-tetrahydronaphthalen-1-ol C(C1=CC=CC=C1)OC=1C=C2CC[C@H]([C@@H](C2=C(C1Cl)F)O)NC(C1=CC=CC=C1)C1=CC=CC=C1